4-bromo-5-chloro-6-fluoro-1H-indazole BrC1=C2C=NNC2=CC(=C1Cl)F